BrC=1C=C(C=C2C(N(C(=NC12)C1CCOCC1)C)=O)C 8-bromo-3,6-dimethyl-2-(tetrahydro-2H-pyran-4-yl)quinazolin-4(3H)-one